2-(3-chloro-5-fluorophenyl)-1-(5-(2-fluorobenzoyl)-1-methyl-1H-pyrrol-3-yl)ethan-1-one ClC=1C=C(C=C(C1)F)CC(=O)C1=CN(C(=C1)C(C1=C(C=CC=C1)F)=O)C